tert-Butyl rac-4-hydroxy-3,4-dihydroquinoline-1(2H)-carboxylate O[C@@H]1CCN(C2=CC=CC=C12)C(=O)OC(C)(C)C |r|